C(C)(C)(C)OC(=O)N1CCC(CC1)N1C(CN(CC1)C(=O)OCC1=CC=CC=C1)=O benzyl 4-(1-(tert-butoxycarbonyl) piperidin-4-yl)-3-oxopiperazine-1-carboxylate